1,15-hexadecadiene C=CCCCCCCCCCCCCC=C